1-methoxy-4-methyl-2-(1-methylethyl)benzene COC1=C(C=C(C=C1)C)C(C)C